(1R,2R)-1-((2R,3R,4S)-3-acetamido-4-acetoxy-6-((4-(but-3-yn-1-yloxy)benzyl)oxy)-6-(methoxycarbonyl)tetrahydro-2H-pyran-2-yl)-3-(3-phenoxybenzamido)propane-1,2-diyl diacetate C(C)(=O)O[C@H]([C@@H](CNC(C1=CC(=CC=C1)OC1=CC=CC=C1)=O)OC(C)=O)[C@@H]1OC(C[C@@H]([C@H]1NC(C)=O)OC(C)=O)(C(=O)OC)OCC1=CC=C(C=C1)OCCC#C